C(C)(C)N1C(=NC(=C1)C(F)(F)F)[C@H]1C[C@@H](CC1)N1CC2(CS(C2)(=O)=O)CC1 6-((1R,3R)-3-(1-isopropyl-4-(trifluoromethyl)-1H-imidazol-2-yl)cyclopentyl)-2-thia-6-azaspiro[3.4]octane 2,2-dioxide